[N+](=O)([O-])C=1C=C(C=CC1)C1=NC2=C(C(O1)=O)C=CC=C2 2-m-nitrophenyl-3,1-benzoxazin-4-one